OC1=C(C(NC2=NC(=CC=C12)C(F)(F)F)=O)[N+](=O)[O-] 4-hydroxy-3-nitro-7-(trifluoromethyl)-1,8-naphthyridin-2(1H)-one